2-cyclopropyl-7-methylamino-4-(pyridin-4-yl)-2H-indazole C1(CC1)N1N=C2C(=CC=C(C2=C1)C1=CC=NC=C1)NC